C(C1=CC=CC=C1)N1C=NC(=C1)C=1N=CC2=C(N1)CCN(C2C)C2=NC(=CC(=C2)OC)F 2-(1-benzylimidazol-4-yl)-6-(6-fluoro-4-methoxy-2-pyridyl)-5-methyl-7,8-dihydro-5H-pyrido[4,3-d]pyrimidine